FC(OC=1C=C(C(=CC1)N)N)F 4-(difluoromethoxy)benzene-1,2-diamine